[Ga].[Tb] terbium gallium